[Si](C)(C)(C(C)(C)C)OCCN1C[C@@H](CCC1)N (3R)-1-[2-[tert-butyl(dimethyl)silyl]oxyethyl]piperidin-3-amine